BrC=1C=NN2C1N=C(N=C2NCC2=NC1=C(N2)C=CC(=C1F)F)N1CCN(CC1)C(=O)OC(C)(C)C tert-butyl 4-[8-bromo-4-[(4,5-difluoro-1H-benzimidazol-2-yl)methylamino]pyrazolo[1,5-a][1,3,5]triazin-2-yl]piperazine-1-carboxylate